5-[4-[[[(3R)-1-cyclopropylsulfonyl-3-piperidinyl]amino]methyl]-2-fluoro-6-hydroxy-phenyl]-1,1-dioxo-1,2,5-thiadiazolidin-3-one C1(CC1)S(=O)(=O)N1C[C@@H](CCC1)NCC1=CC(=C(C(=C1)O)N1CC(NS1(=O)=O)=O)F